C(#N)C1(CC=C(C=C1)C1=CC=C(C=C1)C=1OC2=C(N1)C(=CC(=C2)C2=CC=C(C=C2)C=2C=NC=CC2)C2=CC=CC=C2)C2=CC=CC=C2 2-(4'-cyano-[1,1':4',1'']terphenyl-4-yl)-4-phenyl-6-{4-(pyridin-3-yl)-phenyl}-benzoxazole